[Cl-].[Cl-].ClC(C1=CC=C(C=C1)C(=[Zr+2](C1(C(C(C(C2(C3C(=C4C=5C=CC=CC5CC4=C21)C=CCC3)C)(C)C)(C)C)(C)C)C)C3C=CC=C3)C3=CC=C(C=C3)C(Cl)(Cl)Cl)(Cl)Cl di-(p-trichloromethyl-phenyl)methylene(cyclopentadienyl)(octamethyloctahydrodibenzofluorenyl)zirconium dichloride